FC1=NC=CC=C1C1N=CC(=CN1C)C(=O)N 2-(2-fluoro-3-pyridinyl)-3-methyl-pyrimidine-5-carboxamide